Cl.Cl.Cl.N1N=CC=2CCCCC12 4,5,6,7-tetrahydro-1H-indazole tri-hydrochloride